C12C(CC(CC1)[Si](OC)(OC)OC)O2 4-epoxycyclohexyltrimethoxysilane